(2-((1S,3S,5S)-3-cyano-2-azabicyclo[3.1.0]hex-2-yl)-2-oxoethyl)-7-(1-methylcyclopropyl)quinoline-4-carboxamide C(#N)[C@H]1N([C@H]2C[C@H]2C1)C(CC1=NC2=CC(=CC=C2C(=C1)C(=O)N)C1(CC1)C)=O